Heptadecanoic acid, trimethylsilyl ester C(CCCCCCCCCCCCCCCC)(=O)O[Si](C)(C)C